ClC=1C=CC(=NC1)N[C@@H]1C[C@@H]2CN([C@H]1CC2)C(=O)C2=C(C=CC(=C2)F)C2=NC=CC=N2 ((1S,4R,6R)-6-((5-chloropyridin-2-yl)amino)-2-azabicyclo[2.2.2]oct-2-yl)(5-fluoro-2-(pyrimidin-2-yl)phenyl)methanone